1-(4,4-difluorocyclohexyl)-6-(((4-methylbenzo[d]oxazol-2-yl)methyl)thio)-1,5-dihydro-4H-pyrazolo[3,4-d]pyrimidin-4-one FC1(CCC(CC1)N1N=CC2=C1N=C(NC2=O)SCC=2OC1=C(N2)C(=CC=C1)C)F